2-(2-{2-[4-(5-fluoro-1-methyl-1H-indazol-6-yl)-1H-indol-1-yl]acetamido}acetamido)acetic acid FC=1C=C2C=NN(C2=CC1C1=C2C=CN(C2=CC=C1)CC(=O)NCC(=O)NCC(=O)O)C